FC(C=1C=C(C=NC1)N1CCCCC1)(F)F (S)-1-(5-(trifluoromethyl)pyridin-3-yl)piperidin